C([N+](=O)[O-])(Cl)(Cl)Cl The molecule is a C-nitro compound that is nitromethane in which all three hydrogens are replaced by chlorines. It is a severe irritant, and can cause immediate, severe inflammation of the eyes, nose and throat, and significant injuries to the upper and lower respiratory tract. Formerly stockpiled as a chemical warfare agent, it has been widely used in the US as a soil fumigant, particularly for strawberry crops. It is not approved for use within the European Union. It has a role as a fumigant insecticide, a nematicide and an antifungal agrochemical. It is a C-nitro compound, a one-carbon compound and an organochlorine compound.